(S)-N-(3-(6-fluoro-3,4-dihydroisoquinolin-2(1H)-yl)-2-hydroxypropyl)-6-(1-methyl-2-oxo-1,2-dihydropyridin-4-yl)imidazo[1,2-a]pyrazine-2-carboxamide FC=1C=C2CCN(CC2=CC1)C[C@H](CNC(=O)C=1N=C2N(C=C(N=C2)C2=CC(N(C=C2)C)=O)C1)O